(R)-3-(4-((2-(6-fluoro-1H-indol-3-yl)ethyl)amino)-7-(methoxymethyl)-7,8-dihydro-6H-pyrimido[5,4-b][1,4]oxazin-2-yl)pyridin-2(1H)-one FC1=CC=C2C(=CNC2=C1)CCNC1=NC(=NC2=C1OC[C@H](N2)COC)C=2C(NC=CC2)=O